1-(2-Cyanostyryl)-4-(4-cyanostyryl)benzene C(#N)C1=C(C=CC2=CC=C(C=C2)C=CC2=CC=C(C=C2)C#N)C=CC=C1